2-ethoxy-1,3,2-dioxaphospholan-2-one C(C)OP1(OCCO1)=O